The molecule is a thioadenosine that is adenosine with the hydroxy group at C-5' substituted with an ethylthio (ethylsulfanyl) group. It has a role as a metabolite. It derives from an adenosine. CCSC[C@@H]1[C@H]([C@H]([C@@H](O1)N2C=NC3=C(N=CN=C32)N)O)O